4-chloro-5-((4-(hydroxymethyl)benzyl)oxy)-2-isopropylpyridazin-3(2H)-one ClC=1C(N(N=CC1OCC1=CC=C(C=C1)CO)C(C)C)=O